cis-alpha-farnesene CC(=CCC/C(=C\C/C=C(/C)\C=C)/C)C